3-methyl-6-phenyl-2'-(trifluoromethyl)-[2,4'-bipyridin]-5-amine CC=1C(=NC(=C(C1)N)C1=CC=CC=C1)C1=CC(=NC=C1)C(F)(F)F